CC=1N(C(=NN1)C1=CC=CC(=N1)N1CC=2C(=NC(=CC2C1=O)N1[C@@H](CCC1)C)CNC(OC)=O)C1=C(C=CC=C1)C Methyl ((2-(6-(5-methyl-4-(o-tolyl)-4H-1,2,4-triazol-3-yl)pyridin-2-yl)-6-((R)-2-methylpyrrolidin-1-yl)-1-oxo-2,3-dihydro-1H-pyrrolo[3,4-c]pyridin-4-yl)methyl)carbamate